ClC=1C=C2C(C(=C(NC2=CC1OC)C)C1=CC=C(C=C1)C1=CC(=CC=C1)S(F)(F)(F)(F)F)=O 6-Chloro-7-methoxy-2-methyl-3-(3'-(pentafluorosulfanyl)-[1,1'-biphenyl]-4-yl)quinolin-4(1H)-one